N'-mono(3-aminopropyl)-1,2-pentanediamine NCCCNC(CN)CCC